Ethyl (5R)-2-[2-fluoro-6-(2-oxa-6-azaspiro[3.3]heptan-6-yl)pyridin-3-yl]-5-methyl-6,7-dihydro-5H-pyrazolo[5,1-b][1,3]oxazine-3-carboxylate FC1=NC(=CC=C1C1=NN2C(O[C@@H](CC2)C)=C1C(=O)OCC)N1CC2(COC2)C1